FC=1C=C(CC2CC3(CN(C3)C(=O)N3CC4(C3)CC(C4)C4=NC(=NN4)C4COC4)C2)C=C(C1)C(F)(F)F [6-[3-fluoro-5-(trifluoromethyl)benzyl]-2-azaspiro[3.3]heptan-2-yl]-[6-[3-(oxetan-3-yl)-1H-1,2,4-triazol-5-yl]-2-azaspiro[3.3]heptan-2-yl]methanone